N-(5-cyclopropyl-2-(4,4-dimethylpiperidin-1-yl)phenyl)-5-(tetrahydro-2H-pyran-4-yl)furan-2-carboxamide C1(CC1)C=1C=CC(=C(C1)NC(=O)C=1OC(=CC1)C1CCOCC1)N1CCC(CC1)(C)C